COC=1C(=NC(=NC1)NC1=CC=NN1C)C=1C=C(SC1)C(=O)N 4-(5-methoxy-2-((1-meth-yl-1H-pyrazol-5-yl)amino)pyrimid-4-yl)thiophene-2-carboxamide